CC1(COB(OC1)C=1C2=CN(N=C2C=CC1)C[C@@H](C1=CC=CC=C1)F)C 4-(5,5-dimethyl-1,3,2-dioxaborinan-2-yl)-2-[(2R)-2-fluoro-2-phenylethyl]-2H-indazole